5-(4-methoxy-3-(3-methoxypropoxy)phenyl)-2,2-dimethylcyclopentanone COC1=C(C=C(C=C1)C1CCC(C1=O)(C)C)OCCCOC